CCC(C(CCCCCC)O)O trans-3,4-decanediol